methyl 6-fluoro-4-carbonyl-1,4-dihydroquinoline-2-carboxylate FC=1C=C2C(C=C(NC2=CC1)C(=O)OC)=C=O